3-(4-amino-7H-pyrrolo[2,3-d]pyrimidin-7-yl)-5-(3-(thiazol-4-yl)phenyl)cyclopentane-1,2-diol NC=1C2=C(N=CN1)N(C=C2)C2C(C(C(C2)C2=CC(=CC=C2)C=2N=CSC2)O)O